C(C1=CC=CC=C1)OC1C(OC=C(C1OCC1=CC=CC=C1)I)COCC1=CC=CC=C1 3,4-bis(benzyloxy)-2-((benzyloxy)methyl)-5-iodo-3,4-dihydro-2H-pyran